(trans)-N-(4-(2-Cyclopropylthiazol-5-yl)pyridin-2-yl)-4-(2-hydroxyacetamido)-N-((4-(4-methoxy-3-methylphenyl)bicyclo[2.2.2]octan-1-yl)methyl)cyclohexanecarboxamide C1(CC1)C=1SC(=CN1)C1=CC(=NC=C1)N(C(=O)[C@@H]1CC[C@H](CC1)NC(CO)=O)CC12CCC(CC1)(CC2)C2=CC(=C(C=C2)OC)C